3-(6-bromo-7-cyclopropyl-1-oxoisoindolin-2-yl)piperidine-2,6-dione BrC1=CC=C2CN(C(C2=C1C1CC1)=O)C1C(NC(CC1)=O)=O